ethanediamide p-toluenesulfonate CC1=CC=C(C=C1)S(=O)(=O)O.C(C(=O)N)(=O)N